ethyl 5-amino-2-[2-(1-tert-butoxycarbonyl-4-piperidyl)ethynyl]-6H-thieno[3,2-b]azepine-7-carboxylate NC=1CC(=CC2=C(N1)C=C(S2)C#CC2CCN(CC2)C(=O)OC(C)(C)C)C(=O)OCC